6,7-dihydropyrazolo[1,5-a]Pyrimidin-3-amine trifluoroacetate FC(C(=O)O)(F)F.N1=CC(=C2N1CCC=N2)N